CN1CC(C1)(C)[C@@](C=1C=C(C=NC1)C1=NC=C(C=N1)C1CCN(CC1)C(C)=O)(C1=CC=C(C=C1)C(C)C)O 1-[4-(2-{5-[(R)-(1,3-Dimethyl-azetidin-3-yl)-hydroxy-(4-isopropyl-phenyl)-methyl]-pyridin-3-yl}-pyrimidin-5-yl)-piperidin-1-yl]-ethanone